NC1=C2C(=NC=N1)N(N=C2C2=CC=C(C=C2)OC2=CC=CC=C2)C2CCN(CC2)CC=2C=C(C=CC2)NC2C(NC(CC2)=O)=O 3-((3-((4-(4-amino-3-(4-phenoxyphenyl)-1H-pyrazolo[3,4-d]pyrimidin-1-yl)piperidin-1-yl)methyl)phenyl)amino)piperidine-2,6-dione